bis(methylamino) diacetate C(C)(=O)ONC.C(C)(=O)ONC